(E)-6-(4-methoxyphenyl)-N'-(3-propoxybenzylidene)pyrazine-2-carbohydrazide COC1=CC=C(C=C1)C1=CN=CC(=N1)C(=O)N/N=C/C1=CC(=CC=C1)OCCC